NCCNC(C1=CC=C(C=C1)C1=NC2=CC=C3C(=C2C=2CCCCC12)C=NN3)=O N-(2-aminoethyl)-4-(8,9,10,11-tetrahydro-3H-pyrazolo[4,3-a]phenanthridin-7-yl)benzamide